4-phenylphenanthrene C1(=CC=CC=C1)C1=CC=CC=2C=CC3=CC=CC=C3C12